CC1(CN2C(OC1)=C(C=N2)[S@](=O)(N)=NC(NC2=C1CCC1=CC=1CCC21)=O)C (S)-6,6-dimethyl-N'-(tricyclo[6.2.0.03,6]deca-1,3(6),7-trien-2-ylcarbamoyl)-6,7-dihydro-5H-pyrazolo[5,1-b][1,3]oxazine-3-sulfonimidamide